8-[1-(benzyloxy)ethyl]-6-chloro-4-cyclopropyl-1,1-dioxo-3H-1lambda6,2,4-benzothiadiazin-2-yl-3-(6-fluoro-2,3-dimethylphenyl)butanoic acid C(C1=CC=CC=C1)OC(C)C1=CC(=CC=2N(CN(S(C21)(=O)=O)C(C(=O)O)C(C)C2=C(C(=CC=C2F)C)C)C2CC2)Cl